2-{6-Ethoxy-4-[4-fluoro-2-(4-methyl-1,2,4-triazol-3-yl)phenyl]pyridin-2-yl}-6-({[(1-hydroxycyclobutyl)methyl](methyl)amino}methyl)-3H-isoindol-1-one C(C)OC1=CC(=CC(=N1)N1C(C2=CC(=CC=C2C1)CN(C)CC1(CCC1)O)=O)C1=C(C=C(C=C1)F)C1=NN=CN1C